C1(CC1)C1=CC(=NN1C1OCCCC1)NC1=CC2=C(C(=NO2)NS(=O)(=O)C2=C(C=C(C=C2OC)COC)OC)C=C1OC N-(6-{[5-cyclopropyl-1-(oxan-2-yl)-1H-pyrazol-3-yl]amino}-5-methoxy-1,2-benzoxazol-3-yl)-2,6-dimethoxy-4-(methoxymethyl)benzene-1-sulfonamide